C(#N)C=1C=C(C=CC1NC(C)C)C1=NC(=NO1)C1=C(C=C(C=C1)NC(C)=O)OC N-[4-(5-{3-cyano-4-[(propan-2-yl)amino]phenyl}-1,2,4-oxadiazol-3-yl)-3-methoxyphenyl]acetamide